C1OCC12CN(C2)CCNC(=O)C2=CC1=C(N3C(S1)=NC(=C3)C3=CC=C(C=C3)C(NC)=O)C=C2 N-(2-(2-oxa-6-azaspiro[3.3]heptan-6-yl)ethyl)-2-(4-(methylcarbamoyl)phenyl)benzo[d]imidazo[2,1-b]thiazole-7-carboxamide